ClC1=CC(=C(C=C1)NC=1C=NC=C(C1C)CC1=C2C(=NC=C1)NCC2)F N-(4-chloro-2-fluorophenyl)-4-methyl-5-{1H,2H,3H-pyrrolo[2,3-b]pyridin-4-ylmethyl}pyridin-3-amine